FC1=C(C=C(C=C1)F)C=1C(=C2N(N1)CCC2)C=2C=CC=1N(C2)N=CN1 6-(2-(2,5-Difluorophenyl)-5,6-dihydro-4H-pyrrolo[1,2-b]pyrazol-3-yl)-[1,2,4]triazolo[1,5-a]pyridine